S1N=NC2=C1C(=CC=C2)C(=O)[O-].OCC[N+](CCCCCCCCCCCC)(CCCCCCCCCCCC)CCCCCCCCCCCC 2-hydroxyethyl(tridodecyl)ammonium benzo[1,2,3]thiadiazole-7-carboxylate